ClC=1C=C2C(=CNC2=CC1)NC(=O)NC1=CC(=C(C=C1)F)OCCSC(F)(F)F 1-(5-chloro-1H-indol-3-yl)-3-(4-fluoro-3-(2-(trifluoromethylsulfanyl)ethoxy)phenyl)urea